3-carbonyl-3-(3-methylphenyl)propionamide C(=O)=C(CC(=O)N)C1=CC(=CC=C1)C